N-[1-(4-aminophenyl)-2-oxo-2-[(2-phenylethyl)amino]ethyl]-2-chloro-N-(3-chlorophenyl)acetamide NC1=CC=C(C=C1)C(C(NCCC1=CC=CC=C1)=O)N(C(CCl)=O)C1=CC(=CC=C1)Cl